3-(1-acetyl-1H-pyrazol-3-yl)-2-bromo-6-(3-phenylpropoxy)-1H-inden-1-one C(C)(=O)N1N=C(C=C1)C1=C(C(C2=CC(=CC=C12)OCCCC1=CC=CC=C1)=O)Br